P(OCC)(OCC)(OCC)=O phosphoric acid, triethyl ester